(2-Bromoethyl)isopropylsulfonamide tert-butyl-6-(3-cyano-4-(3-methylpyridin-2-yl)-7-(4-methylthiazol-5-yl)-5,6-dihydroquinolin-2-yl)-2,6-diazaspiro[3.4]octane-2-carboxylate C(C)(C)(C)OC(=O)N1CC2(C1)CN(CC2)C2=NC=1C=C(CCC1C(=C2C#N)C2=NC=CC=C2C)C2=C(N=CS2)C.BrCCNS(=O)(=O)C(C)C